COC([C@@H](C)C1CCCC1)=O.NC(CCC(=O)C=1C(=NC=CC1Br)F)C=C 4-amino-1-(4-bromo-2-fluoropyridin-3-yl)hex-5-en-1-one Methyl-(S)-2-cyclopentylpropanoate